C(C1=CC=CC=C1)C1(NC(=NC(=N1)NC)Cl)N 2-benzyl-6-chloro-N4-methyl-1,3,5-triazine-2,4-diamine